ClCCN1N=CC2=CC(=CC(=C12)C#N)C(C)(C)C1=CC=C(C=C1)O 1-(2-chloroethyl)-5-(2-(4-hydroxyphenyl)propan-2-yl)-1H-indazole-7-carbonitrile